(E)-11-tetradecen-1-yl acetate C(C)(=O)OCCCCCCCCCC\C=C\CC